4,6-bis-dimethylaminoindole-2-carboxylic acid CN(C1=C2C=C(NC2=CC(=C1)N(C)C)C(=O)O)C